Methyl 2-(1-(cyclopropylmethyl)-7-hydroxy-1H-indol-2-yl)-4-fluoro-3-methylpyrazolo[1,5-a]pyridine-6-carboxylate C1(CC1)CN1C(=CC2=CC=CC(=C12)O)C1=NN2C(C(=CC(=C2)C(=O)OC)F)=C1C